C(=CC(C)C)(O)O isopentenediol